C[Si](CCOCN1C=NC(=C2C1=NC=C2)Cl)(C)C 1-(2-(trimethylsilyl)ethoxymethyl)-4-chloropyrrolo[2,3-d]Pyrimidine